tert-butyl 4-carbamoyl-4-(4-methyl-1H-pyrazol-1-yl)piperidine-1-carboxylate C(N)(=O)C1(CCN(CC1)C(=O)OC(C)(C)C)N1N=CC(=C1)C